9-[5-bromo-6-(difluoromethyl)-2-pyridyl]-3,9-diazaspiro[5.5]undecane-3-carboxylate BrC=1C=CC(=NC1C(F)F)N1CCC2(CCN(CC2)C(=O)[O-])CC1